FC1=C(C(=CC=C1)F)C=1C(=NC=C(C1)F)C(=C)C 3-(2,6-difluorophenyl)-5-fluoro-2-(prop-1-en-2-yl)pyridine